C(C)OC1=CC=C(C=C1)C1=CC(=C(C=C1)C(C)=O)OC 1-(4'-ethoxy-3-methoxy-[1,1'-biphenyl]-4-yl)ethan-1-one